C(C)(C)C1OC2=C(NC1=O)C=C(C=C2C=2C1=C(C(N(C2)C)=O)NC=C1)C(=O)NC 2-isopropyl-N-methyl-8-(6-methyl-7-oxo-6,7-dihydro-1H-pyrrolo[2,3-c]pyridin-4-yl)-3-oxo-3,4-dihydro-2H-1,4-benzoxazine-6-carboxamide